(S)-4-((1-(4-chloro-8-(1H-indazol-7-yl)-1-oxo-2-phenyl-1,2-dihydroisoquinolin-3-yl)ethyl)amino)pyrido[2,3-d]pyrimidin-5(8H)-one ClC1=C(N(C(C2=C(C=CC=C12)C=1C=CC=C2C=NNC12)=O)C1=CC=CC=C1)[C@H](C)NC=1C2=C(N=CN1)NC=CC2=O